N-(5-{5-[(5-methoxypyridin-2-yl)methoxy]-1,3-benzoxazol-2-yl}pyridin-2-yl)acetamide COC=1C=CC(=NC1)COC=1C=CC2=C(N=C(O2)C=2C=CC(=NC2)NC(C)=O)C1